4-chloro-2-(piperidin-4-yl)isoindoline hydrochloride Cl.ClC1=C2CN(CC2=CC=C1)C1CCNCC1